7-bromo-1-methyl-4-[4-methyl-4-(5-methyl-1,3-benzoxazol-2-yl)piperidin-1-yl]-2-oxo-1,2-dihydroquinoline-3-carbonitrile BrC1=CC=C2C(=C(C(N(C2=C1)C)=O)C#N)N1CCC(CC1)(C=1OC2=C(N1)C=C(C=C2)C)C